[K].OC1=CC=C(C(=O)OCCCC)C=C1 butyl para-hydroxybenzoate potassium